C(C1=CC=CC=C1)N1C=C(C2=CC(=CC=C12)O)CC=1C(=C(C=CC1)C1=CC=C(C=C1)OC(F)(F)F)C 1-benzyl-3-((2-methyl-4'-(trifluoromethoxy)-[1,1'-biphenyl]-3-yl)methyl)-1H-indol-5-ol